FC\1(CNCC/C1=C\C=1N=CC(=NC1)C1=C(C=C(C=C1)N1C=NC=C1)O)F (E)-2-(5-((3,3-difluoropiperidin-4-ylidene)methyl)pyrazin-2-yl)-5-(1H-imidazol-1-yl)phenol